5-(3-(3-Chloro-5-((3-fluorobenzyl)oxy)phenyl)-2-oxo-2H-[1,3'-bipyridin]-5-yl)pyrimidine-2,4(1H,3H)-dione ClC=1C=C(C=C(C1)OCC1=CC(=CC=C1)F)C=1C(N(C=C(C1)C=1C(NC(NC1)=O)=O)C=1C=NC=CC1)=O